tert-butyl 3-chloro-2-cyano-4-(2-(1-ethyl-3-(trifluoromethyl)-1H-pyrazol-4-yl)phenyl)-4,7-dihydrothieno[2,3-c]pyridine-6(5H)-carboxylate ClC1=C(SC=2CN(CC(C21)C2=C(C=CC=C2)C=2C(=NN(C2)CC)C(F)(F)F)C(=O)OC(C)(C)C)C#N